N-(3-methyl-4-{[1,2,4]triazolo[1,5-a]pyridin-7-ylmethyl}phenyl)-6-(piperazin-1-yl)quinazolin-4-amine hydrochloride Cl.CC=1C=C(C=CC1CC1=CC=2N(C=C1)N=CN2)NC2=NC=NC1=CC=C(C=C21)N2CCNCC2